O=C1NC(CCC1N1C(C2=CC=C(C=C2C1=O)N1CCN(CC1)CCC(=O)NC1=CC(=C(N=N1)C(=O)NC)NC1=C(C(=CC=C1)C1=NN(C=N1)C)OC)=O)=O 6-(3-(4-(2-(2,6-Dioxopiperidin-3-yl)-1,3-dioxoisoindolin-5-yl)piperazin-1-yl)propanamido)-4-((2-methoxy-3-(1-methyl-1H-1,2,4-triazol-3-yl)phenyl)amino)-N-methylpyridazine-3-carboxamide